1-(tert-butoxycarbonyl)-5-hydroxypiperidine-3-carboxylic acid C(C)(C)(C)OC(=O)N1CC(CC(C1)O)C(=O)O